5-cyclopropyl-4-(((1-(1-(3,5-dichlorophenyl)propyl)-3-fluoroazetidin-3-yl)methoxy)methyl)-2-fluorobenzoic acid methyl ester COC(C1=C(C=C(C(=C1)C1CC1)COCC1(CN(C1)C(CC)C1=CC(=CC(=C1)Cl)Cl)F)F)=O